5-[2-[tert-butyl-(dimethyl)silyl]oxyethyl]-1,3-oxazolidin-2-one C(C)(C)(C)[Si](OCCC1CNC(O1)=O)(C)C